OC1CCC(CC1)C1=NC2=CC=C(C=C2C=C1)CN1C[C@H](CC1)OC=1C=C2CN(C(C2=CC1)=O)C1C(NC(CC1)=O)=O 3-(5-(((S)-1-((2-((1r,4S)-4-hydroxycyclohexyl)quinolin-6-yl)methyl)pyrrolidin-3-yl)oxy)-1-oxoisoindolin-2-yl)piperidine-2,6-dione